ClC1=C(C=C(OCC(=O)NC23CC(C2)(C3)NC(OCCCC3=CC(=CC=C3)Cl)=O)C=C1)F 3-(3-chlorophenyl)propyl {3-[2-(4-chloro-3-fluorophenoxy)acetamido]-bicyclo[1.1.1]pentan-1-yl}carbamate